N-(2-aminoethyl)-1,1-difluoromethanesulfonamide hydrochloride Cl.NCCNS(=O)(=O)C(F)F